ClC1=C(C=C(C=C1)S(=O)(=O)C)[C@@H]1COCCCN1C1=CC(=NC(=C1)C)N (R)-4-(3-(2-chloro-5-(methylsulfonyl)phenyl)-1,4-oxazepan-4-yl)-6-methylpyridin-2-amine